4,4-dimethyl-1-(4-(4,4,5,5-tetramethyl-1,3,2-dioxaborolan-2-yl)phenyl)pyrrolidin-2-one CC1(CC(N(C1)C1=CC=C(C=C1)B1OC(C(O1)(C)C)(C)C)=O)C